OC=1C=C(C=CC1O)/C=C/C=1OC(=CC(C1O)=O)CO (E)-2-(3,4-dihydroxyphenylvinyl)-3-hydroxy-6-(hydroxymethyl)-4H-pyran-4-one